C12(CC3CC(CC(C1)C3)C2)NCC(CS(=O)(=O)O)C 3-(1-adamantyl)amino-2-methylpropane-1-sulfonic acid